C1(CC(C(CC1)C(C)C)OC(C=CC1=CC=CC=C1)=O)C cinnamic acid menthyl ester